ClC=1C=CC(=C(C(=O)NC2=C(C=C(C=C2)NC2(CCCC2)C)Cl)C1)O 5-Chloro-N-(2-chloro-4-((1-methylcyclopentyl)amino)phenyl)-2-hydroxybenzamide